3-[4-(dimethylcarbamoylamino)phenyl]-N-(4-fluoro-3-methoxy-phenyl)-N-methyl-imidazo[1,2-a]pyrazine-6-carboxamide CN(C(=O)NC1=CC=C(C=C1)C1=CN=C2N1C=C(N=C2)C(=O)N(C)C2=CC(=C(C=C2)F)OC)C